C(C1=CC=CC=C1)OC[C@H]1OCCC(CN(C1)C(=O)OC(C)(C)C)O tert-butyl (2S,7R*)-2-[(benzyloxy)methyl]-6-hydroxy-1,4-oxazocane-4-carboxylate